(S)-7-chloro-8-methoxy-2-(2-methoxyacetyl)-1-methyl-1,2,3,5-tetrahydro-4H-pyrrolo[3,4-c]quinolin-4-one ClC=1C(=CC=2C3=C(C(NC2C1)=O)CN([C@H]3C)C(COC)=O)OC